O=C1OCCC2=C1NC(=C2)C=O 7-oxo-1,4,5,7-tetrahydropyrano[3,4-b]pyrrole-2-carbaldehyde